6-chloro-4'-(trifluoromethyl)[1,1'-biphenyl]-2-carboxylic acid ClC=1C=CC=C(C1C1=CC=C(C=C1)C(F)(F)F)C(=O)O